C(C1=CC=CC=C1)OCCCCOC=1C=C(C=CC1N1CCN(CC1)C)C1=NNC2=CC=C(C=C12)Br 3-(3-(4-(benzyloxy)butoxy)-4-(4-methylpiperazin-1-yl)phenyl)-5-bromo-1H-indazole